{3-bromo-5-[5-fluoro-3-(2,4,6-trifluorophenyl)pyridin-2-yl]-4,5-dihydro-1,2-oxazol-5-yl}methanol BrC1=NOC(C1)(C1=NC=C(C=C1C1=C(C=C(C=C1F)F)F)F)CO